1-(4-bromo-2-methylbenzenesulfonyl)-8-methyl-1,2,3,4-tetrahydroquinoline BrC1=CC(=C(C=C1)S(=O)(=O)N1CCCC2=CC=CC(=C12)C)C